C(C)(C)(CC(C)(C)C)OC methyl tertiary octyl ether